trimethylbenzenaminium triflate salt [O-]S(=O)(=O)C(F)(F)F.CC1=C(C(=C(C=C1)[NH3+])C)C